OC(=O)O (S)-hydroxyketone